C(C)(C)(C)OC(=O)N1CCC(CC1)[C@H](C)N 4-[(1S)-1-aminoethyl]piperidine-1-carboxylic acid tert-butyl ester